FC=1C=C(C=CC1F)C1=NNC=C1C1=NC2=CC(=CN=C2C=C1)N1CCNCC1 2-[3-(3,4-difluorophenyl)-1H-pyrazol-4-yl]-7-piperazin-1-yl-1,5-naphthyridine